5,4'-dihydroxy-3,6,7,3'-tetramethoxyflavone OC1=C2C(C(=C(OC2=CC(=C1OC)OC)C1=CC(=C(C=C1)O)OC)OC)=O